N-{2-fluoro-3-[6-oxo-4-(trifluoromethyl)-1,6-dihydropyrimidin-2-yl]-4-(trifluoromethyl)benzyl}-1-(3-methylphenyl)piperidine-4-carboxamide FC1=C(CNC(=O)C2CCN(CC2)C2=CC(=CC=C2)C)C=CC(=C1C=1NC(C=C(N1)C(F)(F)F)=O)C(F)(F)F